3-(4-((3-bromo-1-cyclopentyl-1H-indazol-6-yl)methoxy)-3,5-difluorophenyl)butanoic acid BrC1=NN(C2=CC(=CC=C12)COC1=C(C=C(C=C1F)C(CC(=O)O)C)F)C1CCCC1